C(C)(C)(C)OC(=O)N(CC)CC1(CC1)C(=O)O 1-(((tert-butoxycarbonyl)(ethyl)amino)methyl)cyclopropanecarboxylic acid